C(=O)=N[C@@H](CCCCN)C(=O)N carbonyl-lysinamide